1-(methylsulfonyl)piperidine-4-carboxylate CS(=O)(=O)N1CCC(CC1)C(=O)[O-]